Cl.NC(C)C=1C(NC2=CC(=C(C=C2C1)Cl)F)=O 3-(1-aminoethyl)-6-chloro-7-fluoroquinolin-2(1H)-one hydrochloride